trans-(S,S)-cyclohexane C1CCCCC1